[Cl-].CP(CCC(C)C)OC1=CC=CC=C1 methylphenoxyisopentyl-phosphine chloride